benzyl ((7-azaspiro[3.5]nonan-2-yl)methyl)carbamate C1C(CC12CCNCC2)CNC(OCC2=CC=CC=C2)=O